tert-butyl (S)-4-(2-chloro-6-(3,5-dimethylisoxazol-4-yl)quinazolin-4-yl)-3-phenylpiperazine-1-carboxylate ClC1=NC2=CC=C(C=C2C(=N1)N1[C@H](CN(CC1)C(=O)OC(C)(C)C)C1=CC=CC=C1)C=1C(=NOC1C)C